N-(1-(azetidin-3-ylmethyl)-1H-pyrazol-4-yl)-4-(3-phenylisoxazolidin-2-yl)-5-(trifluoromethyl)pyrimidin-2-amine N1CC(C1)CN1N=CC(=C1)NC1=NC=C(C(=N1)N1OCCC1C1=CC=CC=C1)C(F)(F)F